FC=1C=C2C=CC=NC2=C(C1)B(O)O 6-FLUOROQUINOLINE-8-BORONIC ACID